COC1=CC(=C(C(=O)OC)C=C1OCCCN(C(C#C)=O)C(CC1=CC(=CC=C1)C(F)(F)F)=O)NC(C#C)=O methyl 4-methoxy-2-propiolamido-5-(3-(N-(2-(3-(trifluoromethyl)phenyl)acetyl) propiolamido)propoxy)benzoate